2-{5-[(R)-(1,3-Dimethyl-azetidin-3-yl)-hydroxy-(4-isopropyl-phenyl)-methyl]-pyridin-3-yl}-8-oxa-2-aza-spiro[4.5]decan-1-one CN1CC(C1)(C)[C@@](C=1C=C(C=NC1)N1C(C2(CC1)CCOCC2)=O)(C2=CC=C(C=C2)C(C)C)O